FC=1C(=NC(=NC1)N[C@H]1[C@H](COCC1)O)C=1C=C2C(=C(C=NC2=CC1)CN1C[C@H](CCC1)C#N)C(C)C (S)-1-((6-(5-fluoro-2-(((3R,4R)-3-hydroxytetrahydro-2H-pyran-4-yl)amino)pyrimidin-4-yl)-4-isopropylquinolin-3-yl)methyl)piperidine-3-carbonitrile